3-(1-isopropyl-1H-benzo[d][1,2,3]triazol-5-yl)-5-(4-(phenoxy-methyl)phenyl)-1,2,4-oxadiazole C(C)(C)N1N=NC2=C1C=CC(=C2)C2=NOC(=N2)C2=CC=C(C=C2)COC2=CC=CC=C2